ClC1=NC=C2C=C(N(C2=N1)C1CCCC1)C(=O)N(C)C (6-Chloro-1-cyclopentyl-1,5,7-triaza-1H-inden-2-yl)(dimethylamino)formaldehyde